[4-[2-(6-oxa-9-azaspiro[4.5]dec-9-yl)ethoxy]phenyl]acetic acid C1CCCC12OCCN(C2)CCOC2=CC=C(C=C2)CC(=O)O